2-(chloromethyl)-3-cyclopropylpyrazine ClCC1=NC=CN=C1C1CC1